4-[[5-[1-(5-amino-2-pyridyl)-3-(trifluoromethyl)pyrazol-4-yl]-1-methyl-imidazole-2-carbonyl]amino]-2-chloro-benzoic acid NC=1C=CC(=NC1)N1N=C(C(=C1)C1=CN=C(N1C)C(=O)NC1=CC(=C(C(=O)O)C=C1)Cl)C(F)(F)F